ClC=1C(=NC(=NC1)NC1=CC(=NC=C1)COC)C1=CC2=C(N=C3N2CCCN3C)C(=C1)F 5-chloro-4-(9-fluoro-1-methyl-1,2,3,4-tetrahydrobenzo[4,5]imidazo[1,2-a]pyrimidin-7-yl)-N-(2-(methoxymethyl)pyridin-4-yl)pyrimidin-2-amine